C(C)(C)(C)OC(NC1COC2(C1)CCN(CC2)S(=O)(=O)C2=CC1=CC=CC=C1C=C2)=O (8-(naphthalen-2-ylsulfonyl)-1-oxa-8-azaspiro[4.5]dec-3-yl)carbamic acid tert-butyl ester